tert-butyl (3-(5-amino-6-chloro-2-methyl-2H-indazol-4-yl)propyl)carbamate NC1=C(C2=CN(N=C2C=C1Cl)C)CCCNC(OC(C)(C)C)=O